NCCCN(CCC)/[N+](=N/[O-])/[O-] (Z)-1-[N-(3-aminopropyl)-N-(n-propyl)amino]diazen-1-ium-1,2-diolate